BrC1=CC=C(S1)\C(\C=N\NC(NCC)=S)=N/NC(NCC)=S (2Z,2'E)-2,2'-(1-(5-bromothiophen-2-yl)ethane-1,2-diylidene)bis(N-ethylhydrazine-1-carbothioamide)